FC(C1=CC=C(C=C1)C1=NN(C(=C1C)N1C(C2=CC=CC=C2C1=O)=O)C)F 2-{3-[4-(difluoromethyl)phenyl]-1,4-dimethyl-1H-pyrazol-5-yl}-1H-isoindole-1,3(2H)-dione